ClC1=C(C=CC=C1C(F)(F)F)N1C(=NC(=CC1=O)C1=C(C=CC(=C1)C)S(=O)(=O)O)C 1-[2-chloro-3-(trifluoromethyl)phenyl]-2-methyl-6-oxo-1,6-dihydro-pyrimidin-4-yl-4-methylbenzene-1-sulfonic acid